(R)-6-(2-(4-Fluorophenyl)-1H-pyrrolo[2,3-b]pyridin-5-yl)-N-(1-hydroxybutan-2-yl)-picolinamide FC1=CC=C(C=C1)C1=CC=2C(=NC=C(C2)C2=CC=CC(=N2)C(=O)N[C@@H](CO)CC)N1